ClC1=C(C(=NC=C1)C(=O)Cl)O 4-chloro-3-hydroxypyridoyl chloride